13-Bromo-14-hydroxy-4-methoxy-16,16-dioxo-19-(trifluoromethyl)-9-oxa-16λ6-thia-5,17-diazatetracyclo[16.3.1.111,15.02,7]tricosa-1(21),2,4,6,11(23),12,14,18(22),19-nonaen-10-one BrC1=CC=2C(OCC3=CN=C(C=C3C3=CC=C(C(NS(C(=C1O)C2)(=O)=O)=C3)C(F)(F)F)OC)=O